C1(=CC=CC=C1)NCC=1N=C(SC1)C(=O)NCC1=CC=C(C=C1)C(=O)NNCCC (phenylamino)methyl-N-(4-(2-propylhydrazine-1-carbonyl)benzyl)thiazole-2-carboxamide